[Na+].C(CCCCCCCCCCCCCCC)(=O)N1[C@@H](CCC1)C(=O)[O-] palmitoylproline sodium salt